titanium aluminum vanadium tin [Sn].[V].[Al].[Ti]